ethyl 3-((4-butoxyphenyl)sulfonyl)-4-(1-oxidothiomorpholino)quinoline-6-carboxylate C(CCC)OC1=CC=C(C=C1)S(=O)(=O)C=1C=NC2=CC=C(C=C2C1N1CCS(CC1)=O)C(=O)OCC